(azetidin-1-yl)piperidine-1-carboxylate N1(CCC1)C1N(CCCC1)C(=O)[O-]